C(CCCC)OC(C1=CC=C(C=C1)N(C)C)=O 4-(dimethylamino)-benzoic acid pentyl ester